O1CCC(CC1)C1=NC=2C(=NC=CC2C2CCN(CC2)C(=O)C2CC23C(NC2=CC=CC=C32)=O)N1 2-[4-(2-tetrahydropyran-4-yl-3H-imidazo[4,5-b]pyridin-7-yl)piperidine-1-carbonyl]spiro[cyclopropane-1,3'-indoline]-2'-one